C1(=CC=CC=2C3=CC=CC=C3NC12)C=1C(=NC=CC1)C1=C(C=2NC3=CC=CC=C3C2C=C1)C1=C(C=CC=C1)C=1C(=CC=CC1)C1=CC=CC=C1 [(Carbazolyl)pyridinyl](terphenylyl)carbazole